4-acetyl-N-(4-nitrobenzyl)-1H-pyrrole-2-carboxamide C(C)(=O)C=1C=C(NC1)C(=O)NCC1=CC=C(C=C1)[N+](=O)[O-]